N=1C=CN2C=NC=C(C21)C(=O)N imidazo[1,2-c]pyrimidine-8-amide